p-vinylbenzyl iodide C(=C)C1=CC=C(CI)C=C1